5-{2-amino-[1,2,4]triazolo[1,5-a]pyridin-7-yl}-N-{[2-(cyclopentylmethoxy)-3,5-difluorophenyl]methyl}-2-ethoxypyridine-3-carboxamide NC1=NN2C(C=C(C=C2)C=2C=C(C(=NC2)OCC)C(=O)NCC2=C(C(=CC(=C2)F)F)OCC2CCCC2)=N1